6-bromo-2-(cyclopentyloxy)-3-methoxybenzonitrile BrC1=CC=C(C(=C1C#N)OC1CCCC1)OC